S-(4-formyl-2,6-dimethoxy-phenyl) N,N-dimethylcarbamothioate CN(C(SC1=C(C=C(C=C1OC)C=O)OC)=O)C